OC=1C2=C(N=C(N1)NC(=O)OC)C=NN2CC2=CC=C(C=1C=CC=NC21)C(=O)OC methyl 8-((7-hydroxy-5-((methoxycarbonyl)amino)-1H-pyrazolo[4,3-d]pyrimidin-1-yl)methyl)quinoline-5-carboxylate